ClC=1C=CC(=C(C1)O)C1CCC(CC1)(F)F 5-Chloro-2-(4,4-difluorocyclohexyl)phenol